Methyl-5-(bromomethyl)thiophene tert-butyl-4-methylsulfonylpiperazine-1-carboxylate C(C)(C)(C)OC(=O)N1CCN(CC1)S(=O)(=O)C.CC=1SC(=CC1)CBr